C[C@@H]1CC[C@@H](C(C1)=O)C(C)C cis-5-methyl-2-(1-methylethyl)cyclohexanone